FC(C1=CC=C(C=C1)C1CCN(CC1)S(=O)(=O)C1=CC=C(C=C1)C1COC1)(F)F 3-(4-((4-(4-(trifluoromethyl)phenyl)piperidin-1-yl)sulfonyl)phenyl)oxetan